ClC=1C(=NC=CC1C1=C(C(=CC=C1)NC(=O)C=1N(C2=C(CNCC2)N1)C)Cl)C1=CC(=C(CNCC(CC(=O)O)O)C=C1)OC 4-((4-(3-chloro-4-(2-chloro-3-(1-methyl-4,5,6,7-tetrahydro-1H-imidazo[4,5-c]pyridine-2-carboxamido)phenyl)pyridin-2-yl)-2-methoxybenzyl)amino)-3-hydroxybutanoic acid